C(#N)/C(/C(=O)N[C@H](C)C1=CC(=C(C=C1)OC)OC)=C/C1=CNC2=NC=C(C=C21)C2=CC(=C(C=C2)OC)OC (R,Z)-2-cyano-3-(5-(3,4-dimethoxyphenyl)-1H-pyrrolo[2,3-b]pyridin-3-yl)-N-(1-(3,4-dimethoxyphenyl)ethyl)acrylamide